benzyl 2-(acetamido)-6-O-(2,5-dichloro-6-methoxybenzoyl)-2-deoxy-β-D-glucopyranoside C(C)(=O)N[C@H]1[C@H](OCC2=CC=CC=C2)O[C@@H]([C@H]([C@@H]1O)O)COC(C1=C(C=CC(=C1OC)Cl)Cl)=O